C(C1=CC=CC=C1)(=O)OCCC(CCCC(C)C)C 3,7-dimethyloctyl benzoate